4-[[(7S)-1-[2-[(1S)-1-(2,2-difluoro-1,3-benzodioxol-5-yl)ethoxy]-4-pyridyl]-3-(trifluoromethyl)-4,5,6,7-tetrahydroindazol-7-yl]oxy]benzoic acid FC1(OC2=C(O1)C=CC(=C2)[C@H](C)OC2=NC=CC(=C2)N2N=C(C=1CCC[C@@H](C21)OC2=CC=C(C(=O)O)C=C2)C(F)(F)F)F